BrCC1(OCC(O1)CC)C1=C(C=C(C=C1)Cl)Cl 2-bromomethyl-2-(2,4-dichlorophenyl)-4-ethyl-1,3-dioxolane